1-[[2-(difluoromethoxy)pyridin-4-yl]methyl]-3-(2-hydroxy-3,3-dimethylbutyl)urea FC(OC1=NC=CC(=C1)CNC(=O)NCC(C(C)(C)C)O)F